1-(4-methyl-2-piperazinyl)-2-butanol CN1CC(NCC1)CC(CC)O